(E)-4-bromo-N,N-dimethyl-But-2-enamide BrC/C=C/C(=O)N(C)C